glutarimide dioxime C1(CCCC(N1)=NO)=NO